C[C@]1(OC2=C(C(=C(C(=C2CC1)C)O)C)C)CCC[C@H](CCC[C@H](CCCC(C)C)C)C (2S)-2,5,7,8-tetramethyl-2-[(4S,8S)-4,8,12-trimethyltridecyl]-3,4-dihydro-chromen-6-ol